(R)-5-fluoro-2-methoxy-3-(pyrrolidin-2-yl)pyridine FC=1C=C(C(=NC1)OC)[C@@H]1NCCC1